C(C)(C)(C)OC(=O)N[C@@H](CO)C(=O)OC methyl (t-butoxycarbonyl)-L-serinate